O[C@H](C(=O)N[C@H]1CN(CCC1)C)C1=CC=CC=C1 (S)-2-hydroxy-N-((R)-1-methylpiperidin-3-yl)-2-phenylacetamide